(2S)-3-[(6-acetylnaphthalen-2-yl)amino]-2-Aminopropionic acid C(C)(=O)C=1C=C2C=CC(=CC2=CC1)NC[C@@H](C(=O)O)N